C(C)C(C(=O)OCC)(CCOCCOCCNC1=CC=C(C2=NON=C21)[N+](=O)[O-])NC(C2=NC(=C(C=C2)N2CC(C2)OC)OC[C@@H]2[C@H](C2)CO)=O Ethyl 2-ethyl-2-(6-(((1S,2S)-2-(hydroxymethyl)cyclopropyl)methoxy)-5-(3-methoxyazetidin-1-yl)picolinamido)-4-(2-(2-((7-nitrobenzo[c][1,2,5]oxadiazol-4-yl)amino)ethoxy)ethoxy)butanoate